benzo[j]benzofluorene C1=CC=CC=2C=CC=3C=4C5=C(C=CC4CC3C21)C=CC=C5